COC1=CC=C(C=C1)C(CP(C1=CC=CC=C1)C1=CC=CC=C1)=NO 2-(4-methoxyphenyl)-2-hydroxyiminoethyl-diphenylphosphine